N-(5-cyclopropyl-5,6-dihydro-4H-pyrrolo[3,4-d]thiazol-2-yl)-6-methylnicotinamide C1(CC1)N1CC=2N=C(SC2C1)NC(C1=CN=C(C=C1)C)=O